C(CCCCCCCCC)OCOCC\C=C/CC[Li] (3Z)-6-(decyloxymethoxy)-3-hexenyl-lithium